N-(piperidin-4-yl)-N-(propan-2-yl)-2-[1-(pyridazin-3-yl)-1H-pyrazol-4-yl]-1,3-thiazole-4-carboxamide N1CCC(CC1)N(C(=O)C=1N=C(SC1)C=1C=NN(C1)C=1N=NC=CC1)C(C)C